C(#N)C1=CC(=C(C=C1)C1(OC2=C(O1)C=CC=C2N2CCN(C1CC21)CC2=NC1=C(N2C[C@H]2OCC2)C=C(C=C1)C(=O)OC)C)F methyl 2-((5-(2-(4-cyano-2-fluorophenyl)-2-methylbenzo[d][1,3]dioxol-4-yl)-2,5-diazabicyclo[4.1.0]hept-2-yl) methyl)-1-(((S)-oxetan-2-yl) methyl)-1H-benzo[d]imidazole-6-carboxylate